6-(4-(4-fluorophenoxy)phenyl)-N2-(2-(piperidin-1-yl)ethyl)pyridine-2,4-dicarboxamide FC1=CC=C(OC2=CC=C(C=C2)C2=CC(=CC(=N2)C(=O)NCCN2CCCCC2)C(=O)N)C=C1